FC1=C(C=C(C(=C1)OC)OC)C(C)=O 1-(2-fluoro-4,5-dimethoxyphenyl)-ethanone